3-(tert-butyl)-4-hydroxy-5-nitrobenzoic acid C(C)(C)(C)C=1C=C(C(=O)O)C=C(C1O)[N+](=O)[O-]